3-Amino-4-(7-fluoro-1H-indazol-4-yl)-6-(3-hydroxy-3-methyl-but-1-ynyl)-7-methyl-1H-1,5-naphthyridin-2-one NC=1C(NC2=CC(=C(N=C2C1C1=C2C=NNC2=C(C=C1)F)C#CC(C)(C)O)C)=O